CC1N(CCC1)C1=CC2=C(C=N1)CNC2=O 6-[2-methyl-pyrrolidin-1-yl]-2,3-dihydro-1H-pyrrolo[3,4-c]pyridin-1-one